4-methoxyphenyl-methanone COC1=CC=C(C=C1)C=O